BrC/C=C/CN(C)C (2E)-4-bromo-N,N-dimethylbut-2-enamine